CC1(C[C@@H](CN1)CCC)C 3-[(3S)-5,5-Dimethylpyrrolidin-3-yl]propan